ClC1=CC=C(C=C1)C(N1CCN(CC1)CCCSC1=C2C(N(C(=NC2=CC=C1)C)C1C(NC(CC1)=O)=O)=O)C1=CC=C(C=C1)Cl 3-(5-((3-(4-(bis(4-chlorophenyl)methyl)piperazin-1-yl)propyl)thio)-2-methyl-4-oxoquinazoline-3(4H)-yl)piperidine-2,6-dione